The molecule is an N-(polyunsaturated fatty acyl)ethanolamine obtained by formal epoxidation across the 11,12-double bond of anandamide. It has a role as a human xenobiotic metabolite. It is a N-(long-chain-acyl)ethanolamine, a N-(polyunsaturated fatty acyl)ethanolamine, an endocannabinoid and an epoxide. It derives from an anandamide and an 11,12-EET. CCCCC/C=C\\CC1C(O1)C/C=C\\C/C=C\\CCCC(=O)NCCO